OC1CN(C1)C(=O)OC(C)(C)C tert-butyl 3-hydroxy-azetidine-1-carboxylate